(5-(3,4-dichlorophenyl)octahydropyrrolo[3,4-c]pyrrole-2-carbonyl)-6-methylquinolin-2(1H)-one ClC=1C=C(C=CC1Cl)N1CC2C(C1)CN(C2)C(=O)N2C(C=CC1=CC(=CC=C21)C)=O